6-(Fmoc-amino)-hexanoic acid C(=O)(OCC1C2=CC=CC=C2C2=CC=CC=C12)NCCCCCC(=O)O